Cl.[Cl-].[AsH3].[AsH3].[AsH3].[AsH3] tetraarsine chloride hydrochloride